1-(4-(4-amino-2,3-dimethylphenoxy)pyridin-2-yl)-3-cyclopropylurea NC1=C(C(=C(OC2=CC(=NC=C2)NC(=O)NC2CC2)C=C1)C)C